1-((2-fluorophenyl)sulfonyl)piperazine FC1=C(C=CC=C1)S(=O)(=O)N1CCNCC1